C(#C)C=1SC=C(N1)C(=O)NCCC1=CC(=CC=C1)C1=C2CC(N(C2=CC=C1)C)=O 2-Ethynyl-N-(3-(1-methyl-2-oxoindolin-4-yl)phenethyl)thiazole-4-carboxamide